2-Amino-3-methyl-benzoate NC1=C(C(=O)[O-])C=CC=C1C